The molecule is an N-methylated dihydro acridine carrying carbonitrile and N-carboxyethylcarbamoyl substituents at C-9. It has a role as a hapten. CN1C2=CC=CC=C2C(C3=CC=CC=C31)(C#N)C(=O)NCCC(=O)O